CC12CC3(CC(CC(C1)(C3)C)(C2)C)NC(CN2C(C(=CC=C2)NC([C@H](CC/C=C/C(=O)OC)NC(=O)C2=CC=NN2C)=O)=O)=O (S,E)-methyl 7-(1-(2-(3,5,7-trimethyl-1-adamantylamino)-2-oxoethyl)-2-oxo-1,2-dihydropyridin-3-ylamino)-6-(1-methyl-1H-pyrazole-5-carboxamido)-7-oxohept-2-enoate